F[P-](F)(F)(F)(F)F.ClC=1C=CC2=C(N(N=N2)OC(=[N+](C)C)N(C)C)C1 O-(6-Chlorobenzotriazol-1-yl)-N,N,N',N'-tetramethyluronium hexafluorophosphat